CC1=CC2=C(C(C(CO2)CC(F)F)=O)C=C1 7-methyl-3-(2,2-difluoroethyl)-2,3-dihydrobenzopyran-4-one